FC1=C(C(=NC(=N1)C=1OC=CN1)OC)C(F)(F)F 6-fluoro-4-methoxy-2-(2-oxazolyl)-5-(trifluoromethyl)pyrimidine